(S)-5,5-dimethyl-2-(6-phenoxynicotinoylamino)hexanoic acid CC(CC[C@@H](C(=O)O)NC(C1=CN=C(C=C1)OC1=CC=CC=C1)=O)(C)C